O=C1NC(CCC1N1C(C2=CC=C(C=C2C1=O)N1CC(C1)OC=1C=C(C=CC1)S(=O)(=O)N1CCC(CC1)NC(OC(C)(C)C)=O)=O)=O tert-butyl (1-((3-((1-(2-(2,6-dioxopiperidin-3-yl)-1,3-dioxoisoindolin-5-yl)azetidin-3-yl)-oxy)phenyl)sulfonyl)piperidin-4-yl)carbamate